ethoxydiethyl-{[(oxiran-2-yl)methoxy]methyl}silane C(C)O[Si](COCC1OC1)(CC)CC